3-chloro-1-methyl-1H-pyrazolo[3,4-b]pyridin-5-amine ClC1=NN(C2=NC=C(C=C21)N)C